1-((2S,3R,4R)-6-fluoro-4-((2-hydroxypyridin-3-yl)amino)-2,3-dimethyl-3,4-dihydroquinolin-1(2H)-yl)ethanone FC=1C=C2[C@@H]([C@H]([C@@H](N(C2=CC1)C(C)=O)C)C)NC=1C(=NC=CC1)O